2-[2-(2-aminoethoxy)ethoxy]-N-tritylethane-1-amine NCCOCCOCCNC(C1=CC=CC=C1)(C1=CC=CC=C1)C1=CC=CC=C1